FC=1C=C(C=CC1OC1=CC=NC=C1)B(O)O 3-fluoro-4-(pyridin-4-yloxy)phenylboronic acid